hexanediol dodecanedioate C1CCCCCC(=O)OCCCCCCOC(=O)CCCC1